N-(2-bromo-1-oxo-propyl)-glycylglycine BrC(C(=O)NCC(=O)NCC(=O)O)C